C1(CCCC1)CNC=1C2=C(N=C(N1)NC1=C(C=C(C=C1)S(=O)(=O)N1CCOCC1)OC)NC=C2C(F)(F)F N4-(cyclopentylmethyl)-N2-(2-methoxy-4-(morpholinosulfonyl)phenyl)-5-(trifluoromethyl)-7H-pyrrolo[2,3-d]pyrimidine-2,4-diamine